CS(=O)(=NCC=1N=C2N(C=CC(=C2)C2=NOC(=N2)C(F)(F)F)C1)C1=CC=CC=C1 methyl(phenyl)(((7-(5-(trifluoromethyl)-1,2,4-oxadiazol-3-yl)imidazo[1,2-a]pyridin-2-yl)methyl)imino)-λ6-sulfanone